N(=O)NC(C1=CC=C(C(=O)NN=O)C=C1)=O N,N'-dinitrosoterephthalamid